CC1=C(C(=C2C=NN(C2=C1)C1OCCCC1)B1OC(C(O1)(C)C)(C)C)\C=C/C (Z)-6-Methyl-5-(prop-1-en-1-yl)-1-(tetrahydro-2H-pyran-2-yl)-4-(4,4,5,5-tetramethyl-1,3,2-dioxaborolan-2-yl)-1H-indazole